C(C)(=O)SCC1CN(C1)C(=O)OCCCC butyl 3-(acetylsulfanylmethyl)azetidine-1-carboxylate